C(C)(C)(C)N1N=C(C(=C1C)O)C1=CC(=CC=C1)S(=O)(=O)C 1-(tert-butyl)-3-(3-(methylsulfonyl)phenyl)-5-methyl-pyrazole-4-ol